The molecule is an amino pentasaccharide consisting of alpha-D-galactose, beta-D-galactose N-acetyl-alpha-D-glucosamine, beta-D-galactose, and beta-D-glucose residues joined in sequence with ((1->4)-, (1->4)-, (1->3)- and (1->4)-linkages, respectively. It is a glucosamine oligosaccharide and an amino pentasaccharide. CC(=O)N[C@@H]1[C@H]([C@@H]([C@H](O[C@H]1O[C@H]2[C@H]([C@H](O[C@H]([C@@H]2O)O[C@@H]3[C@H](O[C@H]([C@@H]([C@H]3O)O)O)CO)CO)O)CO)O[C@H]4[C@@H]([C@H]([C@H]([C@H](O4)CO)O[C@@H]5[C@@H]([C@H]([C@H]([C@H](O5)CO)O)O)O)O)O)O